1-((S)-3-(benzo[d][1,3]dioxol-4-yl)-2-(dimethylamino)propyl)-3-((S)-1-(thien-3-yl)propan-2-yl)urea O1COC2=C1C=CC=C2C[C@@H](CNC(=O)N[C@H](CC2=CSC=C2)C)N(C)C